2-amino-1-hydroxy-8-(4-sulfobutoxy)-naphthalen-3-sulfonic acid NC1=C(C2=C(C=CC=C2C=C1S(=O)(=O)O)OCCCCS(=O)(=O)O)O